C1(CC1)C=1C(=C2C=CN(C2=C(C1)C)C(=O)OC(C)(C)C)CN1[C@H](CC2(CC(C2)(F)F)CC1)C=1C=NC(=CC1)C(=O)OC |r| Racemic-tert-butyl 5-cyclopropyl-4-((2,2-difluoro-6-(6-(methoxycarbonyl)pyridin-3-yl)-7-azaspiro[3.5]nonan-7-yl)methyl)-7-methyl-1H-indole-1-carboxylate